C(C)[C@]1(C(OCC=2C(N3CC=4C(=NC=5C=C(C(=CC5C4CN4CC5C(C(C4)C5)O)C)F)C3=CC21)=O)=O)O (4S)-4-ethyl-8-fluoro-4-hydroxy-11-((6-hydroxy-3-azabicyclo[3.1.1]heptan-3-yl)methyl)-9-methyl-1,12-dihydro-14H-pyrano[3',4':6,7]indolizino[1,2-b]quinoline-3,14(4H)-dione